O=C([C@@H](CC(N1CCCC1)=O)NC(OC(C)(C)C)=O)N[C@@H](CCCC1=CC=CC=C1)B1OC(C(O1)(C)C)(C)C tert-butyl ((R)-1,4-dioxo-1-(((R)-4-phenyl-1-(4,4,5,5-tetramethyl-1,3,2-dioxaborolan-2-yl)butyl)amino)-4-(pyrrolidin-1-yl)butan-2-yl)carbamate